C1=CC=CC=2C3=CC=CC=C3N(C12)C1=CC=C(C=C1)C=1NC2=C(C=CC=C2C1)C 2-(4-(9H-carbazole-9-yl)phenyl)-7-methylindole